9,9',9'',9'''-(4-cyano-6-(pyridin-4-yl)benzene-1,2,3,5-tetrayl)tetrakis(9H-carbazole-3-carbonitrile) C(#N)C1=C(C(=C(C(=C1N1C2=CC=CC=C2C=2C=C(C=CC12)C#N)C1=CC=NC=C1)N1C2=CC=CC=C2C=2C=C(C=CC12)C#N)N1C2=CC=CC=C2C=2C=C(C=CC12)C#N)N1C2=CC=CC=C2C=2C=C(C=CC12)C#N